OC1=C(C[C@@]2([C@H](CCC=3C(=NC(=NC23)C2=CC=NC=C2)C2=CC=CC=C2)[C@H]1C)C)C#N (6aR,7R,10aR)-8-hydroxy-7,10a-dimethyl-4-phenyl-2-(pyridin-4-yl)-5,6,6a,7,10,10a-hexahydrobenzo[h]quinazoline-9-carbonitrile